C1=CC=C(C=2SC3=C(C21)C=CC=C3)C=3C=CC=2NC1=CC=CC=C1C2C3 3-(dibenzothiophen-4-yl)-9H-carbazole